BrC1=C(N(N=C1C(C)(C)C)[SH4]OOC1=CC=C(C=C1)C)N 4-bromo-2-[(4-methylphenyl)dioxy-lambda6-thio]-5-(2-methylpropan-2-yl)pyrazol-3-amine